N-(5-(2-fluoro-6-methoxyphenyl)-1H-pyrazolo[3,4-c]pyridin-3-yl)-1-methyl-1H-pyrazole-3-carboxamide FC1=C(C(=CC=C1)OC)C=1C=C2C(=CN1)NN=C2NC(=O)C2=NN(C=C2)C